C1(=CC=CC=C1)C1=NC(=NC(=N1)C1=CC=CC=C1)C=1C(=C(C(=C(C1C1=NC2=C(N1C1=CC=CC=C1)C=CC=C2)N2C1=CC=CC=C1OC=1C=CC=CC21)N2C1=CC=CC=C1OC=1C=CC=CC21)N2C1=CC=CC=C1OC=1C=CC=CC21)N2C1=CC=CC=C1OC=1C=CC=CC21 10,10',10'',10'''-(5-(4,6-diphenyl-1,3,5-triazin-2-yl)-6-(1-phenyl-1H-benzo[d]imidazol-2-yl)benzene-1,2,3,4-tetrayl)tetrakis(10H-phenoxazine)